ClC=1C=C2C(NC(=NC2=CC1)C=1C=C(C=O)C=CC1O)=O 3-(6-chloro-3,4-dihydro-4-oxo-2-quinazolinyl)-4-hydroxybenzaldehyde